1-(4-aminobutoxy)-2-butyl-1H-imidazo[4,5-c]quinolin-4-amine NCCCCON1C(=NC=2C(=NC=3C=CC=CC3C21)N)CCCC